tri[2,4-di-tertiary butyl phenyl] phosphite P(OC1=C(C=C(C=C1)C(C)(C)C)C(C)(C)C)(OC1=C(C=C(C=C1)C(C)(C)C)C(C)(C)C)OC1=C(C=C(C=C1)C(C)(C)C)C(C)(C)C